CC1=CC(=C(C=C1)SC2=CC=CC=C2N3CCNCC3)C The molecule is an N-arylpiperazine in which the aryl group is specified as 2-[(2,4-dimethylphenyl)sulfanyl]phenyl. Used (as its hydrobromide salt) for treatment of major depressive disorder. It has a role as an antidepressant, an anxiolytic drug, a serotonergic agonist and a serotonergic antagonist. It is a N-arylpiperazine and an aryl sulfide. It is a conjugate base of a vortioxetine(1+).